methyl 3-(bis(3,5-dimethoxybenzyl) amino)-2-chloropropionate COC=1C=C(CN(CC(C(=O)OC)Cl)CC2=CC(=CC(=C2)OC)OC)C=C(C1)OC